(R)-2-((tert-Butoxycarbonyl)amino)-3-((S)-5-oxo-4-azaspiro[2.4]hept-6-yl)propanoic acid methyl ester COC([C@@H](C[C@@H]1C(NC2(CC2)C1)=O)NC(=O)OC(C)(C)C)=O